5-chloro-N-[(1S)-3-(cyclopropylamino)-1-[[(3S,5R)-5-methyl-2-oxo-pyrrolidin-3-yl]methyl]-2,3-dioxo-propyl]-2-[[2-(trifluoromethyl)cyclopropane-carbonyl]amino]benzamide ClC=1C=CC(=C(C(=O)N[C@H](C(C(=O)NC2CC2)=O)C[C@H]2C(N[C@@H](C2)C)=O)C1)NC(=O)C1C(C1)C(F)(F)F